C[C@@H](CC/C=C(\\C)/C=O)/C=C/O The molecule is an 8-oxocitronellyl enol in which the chiral centre has S configuration. It is an enantiomer of a (R)-8-oxocitronellyl enol.